FC1=CC=C(C=C1)C(CCC)=C 4-(4-fluorophenyl)-4-pentene